1,2-bis(methylene)cyclohexane C=C1C(CCCC1)=C